Cl.[C@H]12CC(C[C@H](CC1)N2)OC2=CC=C(N=N2)C2=CC(=C(C=1N=CSC12)C=1C=NNC1)F 7-{6-[(1R,3R,5S)-8-azabicyclo[3.2.1]octan-3-yloxy]pyridazin-3-yl}-5-fluoro-4-(1H-pyrazol-4-yl)-1,3-benzothiazole hydrochloride